ethyl-(S)-2-(3-(2-(azetidin-1-yl)ethyl)-4-methyl-6-oxopyridazin-1(6H)-yl)-4-methylpentanamide C(C)[C@@](C(=O)N)(CC(C)C)N1N=C(C(=CC1=O)C)CCN1CCC1